4-(4-(6-chloro-2-(furan-2-yl)-9-(tetrahydro-2H-pyran-2-yl)-9H-purin-8-yl)piperazin-1-yl)-3-fluorobenzonitrile ClC1=C2N=C(N(C2=NC(=N1)C=1OC=CC1)C1OCCCC1)N1CCN(CC1)C1=C(C=C(C#N)C=C1)F